C(C1=CC=CC=C1)N1C2=C(OCC1)C(=C(C=C2)OC)S(=O)(=O)Cl 4-Benzyl-7-methoxy-3,4-dihydro-2H-benzo[b][1,4]oxazine-8-sulfonyl chloride